5-Methoxy-2-methyl-2-(4-methyl-2-oxopent-3-en-1-yl)-3,4-dihydro-2H-furo[3,4-h]chromen-7(9H)-one COC1=C2CCC(OC2=C2C(=C1)C(OC2)=O)(CC(C=C(C)C)=O)C